C(C(CCC)O)O.[N] nitrogen cis-1,2-pentanediol